FC1=CC=C(C(=C1[C@H]([C@@H](C=1OC(NN1)=O)NS(=O)(=O)N1CC2=CC=CC=C2CC1)C)C)C N-((1S,2R)-2-(6-fluoro-2,3-dimethylphenyl)-1-(5-oxo-4,5-dihydro-1,3,4-oxadiazol-2-yl)propyl)-3,4-dihydroisoquinoline-2(1H)-sulfonamide